[Li+].O1C=C(C2=C1C=CC=C2)C2=NN(C1=C2C=NC(=C1)C(=O)[O-])CCC 3-(benzofuran-3-yl)-1-propyl-pyrazolo[4,3-c]pyridine-6-carboxylic acid lithium salt